O1CC(C2=C1C=CC=C2)NC(=O)C2=CC=NC=1N2N=C(C1C(=O)N)COC N7-(2,3-dihydrobenzofuran-3-yl)-2-(methoxymethyl)pyrazolo[1,5-a]pyrimidine-3,7-dicarboxamide